S1C2=C(C(=C1)C(=O)NC=1C(=NC=C(C(=O)NCCCCCCCCCNC=3C=C4C(N(C(C4=CC3)=O)C3C(NC(CC3)=O)=O)=O)C1)NC1=C(C=CC=C1)C)C=CC=C2 5-(benzo[b]thiophene-3-carboxamido)-N-(9-((2-(2,6-dioxopiperidin-3-yl)-1,3-dioxoisoindolin-5-yl)amino)nonyl)-6-(o-tolylamino)nicotinamide